C(CCCCCCCCCCCCC)OC(C(C(O)OCCCCCCCCCCCCCC)O)O dimyristoxyglycerol